((2-(((5S,8S,10aR)-3-(2,2-difluoroethyl)-8-(methyl(phenyl)carbamoyl)-6-oxodeca-hydropyrrolo[1,2-a][1,5]diazocin-5-yl)carbamoyl)-1H-indol-5-yl)difluoromethyl)phosphonic acid FC(CN1CC[C@@H]2N(C([C@H](C1)NC(=O)C=1NC3=CC=C(C=C3C1)C(F)(F)P(O)(O)=O)=O)[C@@H](CC2)C(N(C2=CC=CC=C2)C)=O)F